COC1=CC=C(C=C1)C(CC(=O)C1=CC=C(C=C1)OC)=O 1,3-Bis-(4-methoxyphenyl)-1,3-propandion